C12N(CCCC2CC1)C=1OC2=C(C=C(C=C2C(C1)=O)C)C(C)NC1=C(C(=O)O)C=CC=C1 2-[1-[2-(2-Azabicyclo[4.2.0]octan-2-yl)-6-methyl-4-oxo-chromen-8-yl]ethylamino]benzoic acid